sodium metabisulfite sulfur [S+2].S(=O)(=O)([O-])S(=O)[O-].[Na+]